hexahydropyrimidine-2,4,6-trione tert-Butyl-2-[2,4,6-trioxo-5-[4-[4-(trifluoromethoxy)phenoxy]phenyl]hexahydropyrimidin-5-yl]-2,8-diazaspiro[3.5]nonane-8-carboxylate C(C)(C)(C)OC(=O)N1CCCC2(CN(C2)C2(C(NC(NC2=O)=O)=O)C2=CC=C(C=C2)OC2=CC=C(C=C2)OC(F)(F)F)C1.N1C(NC(CC1=O)=O)=O